benzyl-4-methyl-N-(2-morpholinoethyl)aniline C(C1=CC=CC=C1)N(C1=CC=C(C=C1)C)CCN1CCOCC1